(E)-1-(4-bromophenyl)-3-(phenylsulfonyl)prop-2-en-1-one BrC1=CC=C(C=C1)C(\C=C\S(=O)(=O)C1=CC=CC=C1)=O